2-methyl-7,8-dihydropyrazolo[4,3-b]azepin-5(2H,4H,6H)-one CN1N=C2C(NC(CCC2)=O)=C1